C1(CCC\C=C/CCCCCCC(C)O1)=O (Z)-5-Tetradecen-13-olid